6-amino-2-methoxy-3-methyl-5-(methylamino)pyrimidine-4(3H)-one NC1=C(C(N(C(=N1)OC)C)=O)NC